ClC1=CC2=C(N(C3=C(N=C2N[C@@H]2CNCC2)C=C(C=C3)F)CC(F)F)C=C1 (S)-2-Chloro-5-(2,2-difluoroethyl)-8-fluoro-N-(pyrrolidin-3-yl)-5H-dibenzo[b,e][1,4]diazepin-11-amine